2-((2-(1-methyl-2,6-dioxopiperidin-3-yl)-1,3-dioxo-2,3-dihydro-1H-benzo[de]isoquinolin-5-yl)oxy)acetic acid CN1C(C(CCC1=O)N1C(C2=CC=CC=3C2=C(C1=O)C=C(C3)OCC(=O)O)=O)=O